FC(C1=NN2C(N=C(NC2=O)S)=C1C1=CC(=C(C(=C1)F)F)F)F 7-(difluoromethyl)-2-sulfanyl-8-(3,4,5-trifluorophenyl)-3H-pyrazolo[1,5-a][1,3,5]triazin-4-one